C(C)(C)(C)OC(NCC1=CC=C(C=C1)CN(C[C@@H]([C@H]([C@@H]([C@@H](CO)O)O)O)O)C[C@@H]([C@H]([C@@H]([C@@H](CO)O)O)O)O)=O (4-((bis((2s,3r,4r,5r)-2,3,4,5,6-pentahydroxyhexyl)amino)methyl)benzyl)carbamic acid tert-butyl ester